((7R)-7-Amino-2-azabicyclo[2.2.1]heptan-2-yl)(2-(1-(cyclopropylmethyl)-6-(3-fluoro-4-hydroxyphenyl)-1H-pyrrolo[2,3-b]pyridin-2-yl)-4-fluoro-3-methylpyrazolo[1,5-a]pyridin-6-yl)methanone N[C@H]1C2N(CC1CC2)C(=O)C=2C=C(C=1N(C2)N=C(C1C)C1=CC=2C(=NC(=CC2)C2=CC(=C(C=C2)O)F)N1CC1CC1)F